C(C)(C)C1=CC=CC2=C(C=CC2=C1)C 7-isopropyl-3-methylazulene